3α,6β,7β,12β-tetrahydroxy-5β-cholan-24-oic acid O[C@H]1C[C@H]2[C@@H]([C@@H]([C@H]3[C@@H]4CC[C@H]([C@@H](CCC(=O)O)C)[C@]4([C@@H](C[C@@H]3[C@]2(CC1)C)O)C)O)O